FC(OC[C@H]1CN(C[C@@H](O1)C)C(=O)OC(C)(C)C)F tert-Butyl (2R,6S)-2-((difluoromethoxy)methyl)-6-methylmorpholine-4-carboxylate